N-(2-Oxo-2-((2'-oxo-1,1',2',3-tetrahydrospiro[indene-2,3'-pyrrolo[2,3-b]pyridin]-5-yl)amino)ethyl)-N-((1,2,3,4-tetrahydroisoquinolin-8-yl)methyl)pivalamide O=C(CN(C(C(C)(C)C)=O)CC=1C=CC=C2CCNCC12)NC=1C=C2CC3(C(NC4=NC=CC=C43)=O)CC2=CC1